3-[[(3-chlorophenyl)methyl]carbamoyl]-8-azabicyclo[3.2.1]octane-8-carboxylate ClC=1C=C(C=CC1)CNC(=O)C1CC2CCC(C1)N2C(=O)[O-]